BrC1=CC=C2C(=N1)OC1(CCN(CC1)C(=O)[O-])C2 6-Bromo-3H-spiro[furo[2,3-b]pyridine-2,4'-piperidine]-1'-carboxylate